C(C1=CC=CC=C1)N(C(=O)OCC(C)C)C(C(=O)[O-])C(CC)C (benzyl(isobutoxycarbonyl)amino)-3-methylpentanoate